COC=1C=C(C=CC1OC)CC(=O)N1CCN(CC1)C1=C(C=CC=C1)F 2-(3,4-dimethoxyphenyl)-1-[4-(2-fluorophenyl)-piperazin-1-yl]ethanone